1-(2-aminoethyl)-5-((2-aminoethyl)carbamoyl)-1H-pyrrole-2-carboxylic acid NCCN1C(=CC=C1C(NCCN)=O)C(=O)O